CS(=O)(=O)C1=NC=2N(C(=N1)NCC=1NC(=CN1)C1=CC=C(C=C1)OC(F)(F)F)N=CC2C(F)(F)F 2-(methanesulfonyl)-N-({5-[4-(trifluoromethoxy)phenyl]-1H-imidazol-2-yl}methyl)-8-(trifluoromethyl)pyrazolo[1,5-a][1,3,5]triazin-4-amine